6-{3-azabicyclo[3.1.0]hex-3-yl}-4-(trifluoromethyl)pyridine-3-carboxylic acid methyl ester COC(=O)C=1C=NC(=CC1C(F)(F)F)N1CC2CC2C1